ClC1=CC=C2C(=C(NC2=C1)C(=O)[O-])CCCOC1=CC=CC2=CC(=CC=C12)F 6-chloro-3-{3-[(6-fluoronaphthalen-1-yl)oxy]propyl}-1H-indole-2-carboxylate